C(C)C1=C(C=NN1C1=CC=CC=C1)C(=O)NC1=CC(=C(C=C1)OC1=C2C(=NC=C1)NC(N2C(C)C)=O)F 5-ethyl-N-(3-fluoro-4-((1-isopropyl-2-keto-2,3-dihydro-1H-imidazo[4,5-b]pyridin-7-yl)oxy)phenyl)-1-phenyl-1H-pyrazole-4-carboxamide